OCCOC(=O)C(CP1(OC2=CC=CC=C2C=2C=CC=CC12)=O)CC(=O)OCCO 10-[2,3-bis(2-hydroxyethoxycarbonyl)propyl]-9,10-dihydro-9-oxa-10-phosphaphenanthrene-10-oxide